4-((7-methoxy-2-oxo-2,3-dihydro-1H-imidazo[4,5-c][1,6]naphthyridin-1-yl)methyl)benzenesulfonamide COC=1N=CC=2C3=C(C=NC2C1)NC(N3CC3=CC=C(C=C3)S(=O)(=O)N)=O